C1(=CC=CC=C1)COC1CC2(CC1)OCCN(C2)C(=O)OC(C)(C)C tert-butyl 2-(phenylmethyloxy)-6-oxa-9-azaspiro[4.5]decane-9-carboxylate